C(C1=CC=CC=C1)N1C2=C(SCC1)C=CC(=C2)C(CO)NC(=O)NC2=CC=C1C=CNC1=C2 1-(1-(4-benzyl-3,4-dihydro-2H-benzo[b][1,4]thiazin-6-yl)-2-hydroxyethyl)-3-(1H-indol-6-yl)urea